methanesulfonic acid 2-amino-1-(2,5-difluoropyridin-4-yl)-2-oxoethyl ester NC(C(C1=CC(=NC=C1F)F)OS(=O)(=O)C)=O